2-Methylphenol-D8 [2H]C1=C(C(=C(C(=C1[2H])C([2H])([2H])[2H])O[2H])[2H])[2H]